N-isopropyl-2-[3-(4-oxo-3,4-dihydroquinazolin-2-yl)phenoxy]acetamide 4-chloro-2-(4-cyclopropyl-1,1,1-trifluoro-2-hydroxybut-3-yn-2-yl)-5-vinylphenylcarbamate ClC1=CC(=C(C=C1C=C)NC(O)=O)C(C(F)(F)F)(C#CC1CC1)O.C(C)(C)NC(COC1=CC(=CC=C1)C1=NC2=CC=CC=C2C(N1)=O)=O